ClC1=CC2=C(C=N1)N(C(N2C2(C[C@@H](CC2)NC(OC)=O)[2H])=O)C([2H])([2H])[2H] Methyl ((1R)-3-(6-chloro-3-(methyl-d3)-2-oxo-2,3-dihydro-1H-imidazo[4,5-c]pyridin-1-yl)cyclopentyl-3-d)carbamate